C(CCC)NC=1C2=C(N=C(N1)N)C=NN2CC2=C(C=CC(=C2)CCl)OC N7-butyl-1-(5-(chloromethyl)-2-methoxybenzyl)-1H-pyrazolo[4,3-d]pyrimidine-5,7-diamine